(p-toluenesulfonyl)-5-bromo-indole CC1=CC=C(C=C1)S(=O)(=O)C=1NC2=CC=C(C=C2C1)Br